C1(CC1)C(N1C=CC2=CC=CC(=C12)C(F)(F)F)C1=NC=CC=C1C N-(cyclopropyl(3-methylpyridin-2-yl)methyl)-7-(trifluoromethyl)-1H-indole